(6-chloropyridin-3-yl)dimethylphosphine sulfide ClC1=CC=C(C=N1)P(C)(C)=S